NCCCCCCCCOC1=NOC(=C1)[C@@H](C(=O)N1[C@@H](C[C@H](C1)O)C(=O)NCC1=CC=C(C=C1)C1=C(N=CS1)C)C(C)C (2S,4R)-1-[(2S)-2-[3-(8-aminooctoxy)isoxazol-5-yl]-3-methyl-butanoyl]-4-hydroxy-N-[[4-(4-methylthiazol-5-yl)phenyl]methyl]pyrrolidine-2-carboxamide